OC1=C(C(CCC1)=O)C(=O)C=1C(N(C(=NC1)C1=CC(=CC=C1)OC)CCCOC)=O 5-[(2-hydroxy-6-oxo-1-cyclohexen-1-yl)carbonyl]-2-(3-methoxyphenyl)-3-(3-methoxypropyl)-4(3H)-pyrimidinone